(1r,4r)-4-((4-(difluoromethoxy)-5-(quinolin-6-yl)pyrrolo[2,1-f][1,2,4]triazin-2-yl)amino)-1-methylcyclohexan-1-ol FC(OC1=NC(=NN2C1=C(C=C2)C=2C=C1C=CC=NC1=CC2)NC2CCC(CC2)(O)C)F